1-((6-((3-(5-(((1-acetylpiperidin-4-yl)amino)methyl)-3'-chloro-6-methoxy-[2,4'-bipyridin]-2'-yl)-2-methylphenyl)carbamoyl)-4-methoxypyridin-3-yl)methyl)piperidine-4-carboxylic acid C(C)(=O)N1CCC(CC1)NCC=1C=CC(=NC1OC)C1=C(C(=NC=C1)C=1C(=C(C=CC1)NC(=O)C1=CC(=C(C=N1)CN1CCC(CC1)C(=O)O)OC)C)Cl